(5-methoxy-2-pyrimidin-2-yl-pyrazol-3-yl)ethanone ETHYL-4-CYCLOPROPYL-3-(1,4-DIMETHYL-1H-PYRAZOL-3-YL)ISOTHIAZOLE-5-CARBOXYLATE C(C)OC(=O)C1=C(C(=NS1)C1=NN(C=C1C)C)C1CC1.COC=1C=C(N(N1)C1=NC=CC=N1)C(C)=O